NC1=C(C=C(C(=N1)F)C1=NC=C(C=C1)N1CCN(CC1)C(=O)OC(C)(C)C)C=1C=C2CCNC(C2=CC1F)=O tert-butyl 4-(6'-amino-2'-fluoro-5'-(7-fluoro-1-oxo-1,2,3,4-tetrahydroisoquinolin-6-yl)-[2,3'-bipyridin]-5-yl)piperazine-1-carboxylate